tert-butyl 4-(5-methyl-1-phenyl-pyrazol-3-yl)piperidine-1-carboxylate CC1=CC(=NN1C1=CC=CC=C1)C1CCN(CC1)C(=O)OC(C)(C)C